5-(3-bromo-5-chlorophenyl)-5-methylimidazolidine-2,4-dione BrC=1C=C(C=C(C1)Cl)C1(C(NC(N1)=O)=O)C